5-Cyano-2-ethyl-N-(((1s,4s)-1-hydroxy-4-(methylsulfonyl)cyclohexyl)methyl)-1-(4-methoxy-6-(3,3,3-trifluoropropyl)pyridin-3-yl)-1H-imidazole-4-carboxamide C(#N)C1=C(N=C(N1C=1C=NC(=CC1OC)CCC(F)(F)F)CC)C(=O)NCC1(CCC(CC1)S(=O)(=O)C)O